tert-Butyl 6-(1-methyl-5-(trifluoromethyl)-1H-pyrazol-4-yl)-2-azaspiro[3.4]octane-2-carboxylate CN1N=CC(=C1C(F)(F)F)C1CC2(CN(C2)C(=O)OC(C)(C)C)CC1